methyl 2,3,5,6,7,8-hexahydro-[1,2,4]triazolo[4,3-a]pyridine-5-carboxylate N=1NCN2C1CCCC2C(=O)OC